(4-(4-((3-(difluoromethyl)-1-(piperidin-4-yl)-1H-pyrazol-4-yl)carbamoyl)oxazole-2-yl)pyridin-2-yl)(2,2,2-trifluoroethyl)carbamate FC(C1=NN(C=C1NC(=O)C=1N=C(OC1)C1=CC(=NC=C1)OC(NCC(F)(F)F)=O)C1CCNCC1)F